4-(6-bromo-3-pyridyl)cyclopentanecarbonitrile BrC1=CC=C(C=N1)C1CCC(C1)C#N